Dichloro[1,3-bis(2-isopropylphenyl)-2-imidazolidinylidene](2-isopropoxyphenylmethylene)ruthenium(II) Cl[Ru-4](=CC1=C(C=CC=C1)OC(C)C)(=C1N(CCN1C1=C(C=CC=C1)C(C)C)C1=C(C=CC=C1)C(C)C)Cl